C1(CCC1)N1N=C(C(=C1I)OC[C@H]1OCCN(C1)C1=NC(=NC=C1C(F)(F)F)N)C (S)-4-(2-(((1-cyclobutyl-5-iodo-3-methyl-1H-pyrazol-4-yl)oxy)methyl)morpholino)-5-(trifluoromethyl)pyrimidin-2-amine